(S)-2-((((9H-fluoren-9-yl)methoxy)carbonyl)amino)-5-(((R)-1-(tert-butoxycarbonyl)pyrrolidin-3-yl)methoxy)pentanoic acid C1=CC=CC=2C3=CC=CC=C3C(C12)COC(=O)N[C@H](C(=O)O)CCCOC[C@H]1CN(CC1)C(=O)OC(C)(C)C